S1C=NC2=C1C=CC(=C2)NC2=CC=NC1=CC=C(C=C21)C2=C(C=C(C(=O)N1CC(N(CC1)C)=O)C=C2)F 4-(4-(4-(benzo[d]thiazol-5-ylamino)quinolin-6-yl)-3-fluorobenzoyl)-1-methylpiperazin-2-one